C(#N)C1(CC1)S(=O)(=O)NC(OC(C)(C)C)=O tert-butyl ((1-cyanocyclopropyl)sulfonyl)carbamate